(S)-1-(4-(((R)-1-(3-(1,1-difluoro-2-methoxyethyl)-2-fluorophenyl)ethyl)amino)-2-methyl-8,9-dihydro-7H-cyclopenta[H]quinazolin-6-yl)pyrrolidin-3-ol FC(COC)(F)C=1C(=C(C=CC1)[C@@H](C)NC1=NC(=NC2=C3C(=C(C=C12)N1C[C@H](CC1)O)CCC3)C)F